NC1=NC=CC=C1C1=NC=2C(=NC(=CC2)C2=CC=CC=C2)N1C1=CC(=C(CNC(=O)C=2C=C(C=CC2)CC(=O)O)C=C1)F 2-(3-((4-(2-(2-aminopyridin-3-yl)-5-phenyl-3H-imidazo[4,5-b]pyridin-3-yl)-2-fluorobenzyl)carbamoyl)phenyl)acetic acid